2,4-dimethoxybenzyl-ethanol COC1=C(CC(C)O)C=CC(=C1)OC